NC1=CC(=C(OCCCCCCCN2CCC(CC2)C2=C3CN(C(C3=CC(=C2)F)=O)C2C(NC(CC2)=O)=O)C=C1)OC1CCCC1 3-(4-(1-(7-(4-amino-2-(cyclopentyloxy)phenoxy)heptyl)piperidin-4-yl)-6-fluoro-1-oxoisoindolin-2-yl)piperidine-2,6-dione